5,6,8-trifluoronaphthalen-2-ol FC1=C2C=CC(=CC2=C(C=C1F)F)O